FC1CC2(CCCN2C1)C(=O)[O-] 2-fluorotetrahydro-1H-pyrrolizine-7a(5H)-carboxylate